ClC1=NC(=CC=C1C(=O)NC1=CC(=C(C=C1)C)C(F)(F)F)Cl 2,6-dichloro-N-[4-methyl-3-(trifluoromethyl)phenyl]pyridine-3-carboxamide